5-(2,2-dimethyl-4-oxopiperidin-1-yl)pentanoic acid CC1(N(CCC(C1)=O)CCCCC(=O)O)C